C(C1=CC=CC=C1)C1=CCC(CC1)C(=O)[O-] 4-benzylcyclohex-3-ene-1-carboxylate